5-chloro-N-((R)-1-(2,4-dichlorophenyl)ethyl)-2-((S)-2-methylpiperazin-1-yl)pyrimidin-4-amine ClC=1C(=NC(=NC1)N1[C@H](CNCC1)C)N[C@H](C)C1=C(C=C(C=C1)Cl)Cl